N-Methoxypropyl-2-pyrrolidone COCCCN1C(CCC1)=O